7-chloro-1-(3,5-difluoropyridin-2-yl)-6-fluoro-4-oxo-1,4-dihydro-1,8-naphthyridine-3-carboxylic acid ethyl ester C(C)OC(=O)C1=CN(C2=NC(=C(C=C2C1=O)F)Cl)C1=NC=C(C=C1F)F